OC1=C2C(C=C(OC2=CC(=C1)C=1C=NN(C1)C)C1=CC=CC=C1)=O 5-hydroxy-2-phenyl-7-(1-methyl-1H-pyrazol-4-yl)-4H-chromen-4-one